ClC=1C(=C2C(=C(N(C2=CC1)CCC(=O)OC)C(=O)OC)C)C=1C(=NN(C1C)C)CCl Methyl 5-chloro-4-(3-(chloromethyl)-1,5-dimethyl-1H-pyrazol-4-yl)-1-(3-methoxy-3-oxopropyl)-3-methyl-1H-indole-2-carboxylate